2-(hydroxyimino)ethanoic acid ON=CC(=O)O